2-((1H-pyrazolo[3,4-d]pyrimidin-4-yl)amino)-4-((2,2-difluoroethyl)(4-(5,6,7,8-tetrahydro-1,8-naphthyridin-2-yl)butyl)amino)butanoic acid N1N=CC=2C1=NC=NC2NC(C(=O)O)CCN(CCCCC2=NC=1NCCCC1C=C2)CC(F)F